triethylene glycol bis(n-hexanoate) C(CCCCC)(=O)OCCOCCOCCOC(CCCCC)=O